Methyl (4S)-4-amino-4-{[(1S)-1-{[(1S)-4-(carbamoylamino)-1-{[4-(hydroxymethyl) phenyl]carbamoyl}butyl]carbamoyl}-2-methylpropyl]carbamoyl}butanoate N[C@@H](CCC(=O)OC)C(N[C@@H](C(C)C)C(N[C@@H](CCCNC(N)=O)C(NC1=CC=C(C=C1)CO)=O)=O)=O